NC1=C(N=C2N1C=CC=C2C2=C(C=CC=C2OC)F)C(=O)NC2=NOC(=C2)C 3-amino-8-(2-fluoro-6-methoxyphenyl)-N-(5-methylisooxazol-3-yl)imidazo[1,2-a]pyridine-2-carboxamide